O[C@@H]1[C@H](CC12CCN(CC2)S(=O)(=O)N)[C@@H]2N1C(C3=CC=CC=C23)=CN=C1 (1R,2R)-1-Hydroxy-2-[(5S)-5H-imidazo[4,3-a]isoindol-5-yl]-7-azaspiro[3.5]nonan-7-sulfonamid